CN1CCN(CC1)C=1C=C(C=CC1)NC(=O)[C@H]1[C@@H](N(C(C2=CC=CC=C12)=O)CC=1C=NC=CC1)C1=CC=C(C=C1)C(F)(F)F (3R,4R)-N-(3-(4-methylpiperazin-1-yl)phenyl)-1-oxo-2-(pyridin-3-ylmethyl)-3-(4-(trifluoromethyl)phenyl)-1,2,3,4-tetrahydroisoquinoline-4-carboxamide